bromo-5-fluoro-1,3-dipropylbenzene BrC1=C(C=C(C=C1CCC)F)CCC